Cl.C(C1=CC=CC=C1)NC(=O)[C@H]1NC[C@@H](C1)F (2S,4R)-N-benzyl-4-fluoropyrrolidine-2-carboxamide hydrochloride